(E)-2-(trifluoromethyl)-N-(4-(((5-hydroxy-2,2-dimethyl-2H-chromen-6-yl)methylene)amino)phenyl)benzenesulfonamide FC(C1=C(C=CC=C1)S(=O)(=O)NC1=CC=C(C=C1)/N=C/C=1C(=C2C=CC(OC2=CC1)(C)C)O)(F)F